2,2-diethyloctanoat C(C)C(C(=O)[O-])(CCCCCC)CC